C(CCCCC)C(C(=O)OCCCCN(C)C(CCCCCOC(CN(C)C(C(CCCCCCCC)CCCCCC)=O)=O)CCCCCO)CCCCCCCC 4-((1-((N-(2-Hexyldecanoyl)-N-methylglycyl)oxy)-11-hydroxyundecan-6-yl)(methyl)-amino)butyl 2-hexyldecanoate